methyl (2S,4R,5R)-5-allyl-1-((S)-2-((tert-butoxycarbonyl)amino)pent-4-enoyl)-4-((tert-butyldimethylsilyl)oxy)pyrrolidine-2-carboxylate C(C=C)[C@@H]1[C@@H](C[C@H](N1C([C@H](CC=C)NC(=O)OC(C)(C)C)=O)C(=O)OC)O[Si](C)(C)C(C)(C)C